C(C)(=O)N1C(C(C2=CC=CC=C12)=O)(C1=CC=C(C=C1)C)O 1-acetyl-2-hydroxy-2-(p-tolyl)indol-3-one